3-((naphthalen-1-yloxy)methyl)-4,5-dihydroisoxazole-5-carboxamide C1(=CC=CC2=CC=CC=C12)OCC1=NOC(C1)C(=O)N